[Zn].[Mg].[Al].[Zn] Zinc aluminum magnesium zinc